2,3,4,5-tetrafluorobromobenzene FC1=C(C=C(C(=C1F)F)F)Br